C(C)(C)(C)OC(=O)N1[C@@H]2C[C@@H]2[C@H](C1)C[C@@H]1N(C(OC1)(C)C)C(=O)OC(C)(C)C tert-butyl (S)-4-(((1R,4R,5R)-2-(tert-butoxycarbonyl)-2-azabicyclo[3.1.0]hexan-4-yl) methyl)-2,2-dimethyloxazolidine-3-carboxylate